C(C1=CC=CC=C1)OC(=O)NCC[C@H](C(=O)OCC)O ethyl (R)-4-(((benzyloxy)carbonyl)amino)-2-hydroxybutanoate